1-({3,4-difluoro-2-[(2-fluoro-4-iodophenyl)amino]phenyl}carbonyl)-3-(hydroxymethyl)azetidin-3-ol FC=1C(=C(C=CC1F)C(=O)N1CC(C1)(O)CO)NC1=C(C=C(C=C1)I)F